4-amino-6-chloro-5-fluoronicotinonitrile NC1=C(C(=NC=C1C#N)Cl)F